NCCN1CCC(CC1)CC(=O)O 2-[1-(2-aminoethyl)piperidin-4-yl]acetic acid